ClC=1N=C2C(=C(C(N(C2=CC1)C)=O)C#N)N1CCC2(CC1)CC1=NC=CC=C1O2 6-chloro-1-methyl-2-oxo-4-{3H-spiro[furo[3,2-b]pyridin-2,4'-piperidin]-1'-yl}-1,2-dihydro-1,5-naphthyridine-3-carbonitrile